4-(8-(1-propenoylpyrrolidin-3-yl)quinazolin-6-yl)-N-(4-cyanopyridin-2-yl)-3-methoxybenzamide C(C=C)(=O)N1CC(CC1)C=1C=C(C=C2C=NC=NC12)C1=C(C=C(C(=O)NC2=NC=CC(=C2)C#N)C=C1)OC